triazoloImidazole N1=NN=C2C1=NC=N2